C1(=CC=CC=C1)[13C]=1[Se]C(=CC1)C1=CC=CC=C1 2,5-diphenylselenophene-13C